C(C)C1C(=O)OCCCC1 α-ethyl-ε-caprolactone